(2S)-2-{3,3-dimethyl-4-[(1r,3r)-3-hydroxycyclobutanecarbonyl]piperazin-1-yl}-N-[5-(4-fluorophenoxy)pyridin-2-yl]propenamide CC1(CN(CCN1C(=O)C1CC(C1)O)C(C(=O)NC1=NC=C(C=C1)OC1=CC=C(C=C1)F)=C)C